5-amino-3-chloro-2-methylbenzonitrile NC=1C=C(C(=C(C#N)C1)C)Cl